5-(3-pyrrolidin-1-ylpropoxy)-2,3-dihydro-1,4-benzodioxin-7-amine N1(CCCC1)CCCOC1=CC(=CC=2OCCOC21)N